2-{3-[(2R,6S)-2,6-dimethylmorpholine-4-carbonyl]-5,6-dihydrocyclopenta[c]pyrazol-1(4H)-yl}-1-[4-(3-fluoro-4-methylphenyl)piperidin-1-yl]ethan-1-one C[C@@H]1CN(C[C@@H](O1)C)C(=O)C=1C2=C(N(N1)CC(=O)N1CCC(CC1)C1=CC(=C(C=C1)C)F)CCC2